1-Cyclopentyl-3-methyl-6-((2-methylquinolin-4-yl)amino)-1,3-dihydro-2H-imidazo[4,5-c]pyridin-2-one C1(CCCC1)N1C(N(C=2C=NC(=CC21)NC2=CC(=NC1=CC=CC=C21)C)C)=O